N-Ethyl-5,6-difluoro-3-(2-methoxypyrimidin-5-yl)-4-[3-(trifluoromethyl)pyrazol-1-yl]-9H-pyrido[2,3-b]indol-8-amine C(C)NC=1C=C(C(=C2C3=C(NC12)N=CC(=C3N3N=C(C=C3)C(F)(F)F)C=3C=NC(=NC3)OC)F)F